BrC=1C=C2C=NC(=NC2=CC1)NC1CN(CCC1)C(=O)OC(C)(C)C tert-butyl 3-[(6-bromoquinazolin-2-yl)amino]piperidine-1-carboxylate